4-(4-methoxyphenyl)-2-(piperazin-1-yl)thiazole hydrochloride Cl.COC1=CC=C(C=C1)C=1N=C(SC1)N1CCNCC1